10-(trifluoromethoxy)-2,3,4,5-tetrahydro-1H-benzo[4,5]thieno[2,3-d]azepine FC(OC1=CC=CC2=C1C1=C(CCNCC1)S2)(F)F